cyclohexyl-(phenyl)phosphorus oxide C1(CCCCC1)[P](C1=CC=CC=C1)=O